5-(1-benzyl-1H-pyrazol-4-yl)-1-methyl-4-(3,3,3-trifluoro-propoxy)pyridin-2(1H)-one C(C1=CC=CC=C1)N1N=CC(=C1)C=1C(=CC(N(C1)C)=O)OCCC(F)(F)F